Cl[C@@H](C(=O)NC[C@@H](COCC1=CC=CC=C1)O)C (2R)-2-chloro-N-[(2S)-2-hydroxy-3-phenylmethoxypropyl]propanamide